tert-butyl (2S)-2-[[2-(5-tert-butyl-1,2,4-oxadiazol-3-yl)-5-cyclopropylpyridin-4-yl] oxymethyl]pyrrolidine-1-carboxylate C(C)(C)(C)C1=NC(=NO1)C1=NC=C(C(=C1)OC[C@H]1N(CCC1)C(=O)OC(C)(C)C)C1CC1